1-(((1r,4r)-2-oxa-5-azabicyclo[2.2.1]heptane-5-yl)methyl)cyclopropane-1-carboxylic acid ethyl ester C(C)OC(=O)C1(CC1)CN1[C@H]2CO[C@@H](C1)C2